N-(4-(5-amino-3-(4-(pyrimidin-2-yloxy)phenyl)imidazo[1,2-c]-pyrimidin-2-yl)phenyl)acrylamide NC1=NC=CC=2N1C(=C(N2)C2=CC=C(C=C2)NC(C=C)=O)C2=CC=C(C=C2)OC2=NC=CC=N2